C(C)(C)(C)OC(=O)N1[C@H](CC1)C(NC)=O (2R)-2-(methylcarbamoyl)azetidine-1-carboxylic acid tert-butyl ester